N1C=C(C2=CC=CC=C12)C1=NC(=NC=C1)NC=1C(=CC(=C(C1)NC(\C=C\CN1CCCCC1)=O)N(C)C)OC (E)-N-(5-((4-(1H-indol-3-yl)pyrimidin-2-yl)amino)-2-(dimethylamino)-4-methoxyphenyl)-4-(piperidin-1-yl)but-2-enamide